C(#N)C1=NC=C(C=C1OC1CCN(CC1)C)C=1C(=NC(=NC1)N)N 2-cyano-3-(N-methylpiperidin-4-yloxy)pyridin-5-yl-2,4-diaminopyrimidine